2-oxo-1-(propan-2-yl)-1,2-dihydroquinoline-3-carboxamide O=C1N(C2=CC=CC=C2C=C1C(=O)N)C(C)C